1-ethylpiperazinedione C(C)N1C(C(NCC1)=O)=O